ClC1=CC2=C(S1)[C@@]1(C[C@@H](NCC1)C)OC[C@@]2(O)C(F)F (2'S,4R,7R)-2-chloro-4-(difluoromethyl)-2'-methyl-spiro[5H-thieno[2,3-c]pyran-7,4'-piperidine]-4-ol